C(C)(C)(C)OC(=O)N1CCN(CC1)C1=C(C=CC(=C1)C=1C=NC=CC1C#N)[N+](=O)[O-] 4-[5-(4-cyano-3-pyridinyl)-2-nitro-phenyl]piperazine-1-carboxylic acid tert-butyl ester